[C@@H]12NC[C@@H]([C@@H](C1)OC1=CC=C(N=N1)C1=C(C=C(C=C1)/C=C/C(=O)NC)O)CC2 (E)-3-(4-(6-(((1S,4S,5R)-2-azabicyclo[2.2.2]octan-5-yl)oxy)pyridazin-3-yl)-3-hydroxyphenyl)-N-methylacrylamide